2-chloro-4-fluoro-5-((tetrahydrofuran-3-yl)ethynyl)pyridine ClC1=NC=C(C(=C1)F)C#CC1COCC1